FC1=C(CONC(=O)C2=NC(=CN=C2)C=2C=NC(=CC2)S(=O)C)C=C(C=C1)OC N-((2-fluoro-5-methoxybenzyl)oxy)-6-(6-(methylsulfinyl)pyridin-3-yl)pyrazine-2-carboxamide